BrC1=CC(=C(S1)CBr)Cl 5-bromo-2-(bromomethyl)-3-chlorothiophene